2-chloro-4-(6-chloropyridin-2-yl)pyrimidine ClC1=NC=CC(=N1)C1=NC(=CC=C1)Cl